C(#N)CCC(CC)C(=O)N (E)-5-cyanopentan-3-carboxamide